6-Methyl-5-(trifluoromethyl)pyridazin-3(2H)-one CC=1C(=CC(NN1)=O)C(F)(F)F